hexadecyl-carbodiimide C(CCCCCCCCCCCCCCC)N=C=N